2,4-Difluoro-5-bromonitrobenzene C1=C(C(=CC(=C1Br)F)F)[N+](=O)[O-]